BrC1=CC=C(C=C1)S(=O)(=O)CC(=O)Cl 2-((4-bromophenyl)sulfonyl)acetyl chloride